FC=1C=C(C2=C(C(=C(O2)[C@H](C(F)(F)F)NC(NC=2C=NC(=NC2)C2CC(C2)OCC2=CC=CC=C2)=O)C)C1)F 3-[(1R)-1-(5,7-difluoro-3-methyl-1-benzofuran-2-yl)-2,2,2-trifluoroethyl]-1-{2-[(1s,3s)-3-(benzyloxy)cyclobutyl]pyrimidin-5-yl}urea